S(=O)(=O)([O-])[O-].NCCC[N+](C)(C)CC.NCCC[N+](CC)(C)C aminopropylethyldimethylammonium sulfate